7-chloro-10,15,20,31-tetramethyl-3,8,10,15,18,19,23,27,32-nonaazahexacyclo[20.6.2.12,5.118,21.04,9.026,30]dotriaconta-1(29),2,4,6,8,19,21(31),22(30),23,25-decaen-16,28-dione ClC1=CC2=C3N=C(C=4C(NC5=CC=NC(C=6C(=NN(CC(N(CCCCN(C3=N1)C)C)=O)C6C)C)=C5C4)=O)N2